(4-((4-(cyclohexylamino)-5-(trifluoromethyl)-7H-pyrrolo[2,3-d]pyrimidin-2-yl)amino)-3-methoxyphenyl)dimethyl-phosphine oxide C1(CCCCC1)NC=1C2=C(N=C(N1)NC1=C(C=C(C=C1)P(C)(C)=O)OC)NC=C2C(F)(F)F